ClC=1C=C(CN2C(C=C(C=C2)C=2C=C3C(=NNC3=CC2)C2=CC(=NC=C2)C)=O)C=C(C1)F 1-(3-chloro-5-fluorobenzyl)-4-(3-(2-methylpyridin-4-yl)-1H-indazol-5-yl)pyridin-2(1H)-one